C(CC1=CC=CC=C1)NC(=O)C1=NN2C(N=C(C=C2C2=CC=CC=C2)C2=CC=CC=C2)=C1 N-Phenethyl-5,7-diphenylpyrazolo[1,5-a]pyrimidine-2-carboxamide